CC1=CC(=NN1)NC=1C2=C(N=C(N1)NC1CC3CCCC(C1)N3C(C)=O)SC=C2 1-((3-exo)-3-((4-((5-methyl-1H-pyrazol-3-yl)amino)thieno[2,3-d]pyrimidin-2-yl)amino)-9-azabicyclo[3.3.1]nonan-9-yl)ethan-1-one